1-((tetrahydrofuran-2-yl)methyl)-1H-thieno[2,3-d]imidazole-5-carboxylic acid methyl ester COC(=O)C1=CC2=C(N=CN2CC2OCCC2)S1